BrC=1C=C(C(=C(C1)S(=O)(=O)NC1=CC(=CC(=C1)S(=O)(=O)C)C1(CCC1)C#N)O)Cl 5-Bromo-3-chloro-N-(3-(1-cyanocyclobutyl)-5-(methylsulfonyl)phenyl)-2-hydroxybenzenesulfonamide